(R)-5-methyl-2-(1-(piperidin-3-ylamino)pyrrolo[1,2-d][1,2,4]triazin-4-yl)phenol CC=1C=CC(=C(C1)O)C1=NN=C(C=2N1C=CC2)N[C@H]2CNCCC2